[C@H]12CN(C[C@H](CC1)N2)C=2C1=C(N=C(N2)OC[C@]23CCCN3C[C@@H](C2)F)C(=C(N=C1)C1=CC(=CC=2N1C(=CN2)CC)O)F 5-(4-((1R,5S)-3,8-diazabicyclo[3.2.1]octan-3-yl)-8-fluoro-2-(((2R,7aS)-2-fluorotetrahydro-1H-pyrrolizin-7a(5H)-yl)methoxy)pyrido[4,3-d]pyrimidin-7-yl)-3-ethylimidazo[1,2-a]pyridin-7-ol